5-(4-cyclopropylpiperazine-1-carbonyl)pyridin methyl-3-(dibenzylamino)-cyclobutane-1-carboxylate COC(=O)C1CC(C1)N(CC1=CC=CC=C1)CC1=CC=CC=C1.C1(CC1)N1CCN(CC1)C(=O)C=1C=CC=NC1